3-(4-isobutyl-2-methylphenyl)-N-(4-methoxybenzyl)propan-1-imine oxide C(C(C)C)C1=CC(=C(C=C1)CCC=[N+](CC1=CC=C(C=C1)OC)[O-])C